CC1(C(C(=C[C@]2(CCN(C2)C(=O)C=2N=COC2C)C1)C#N)=O)C (5R)-9,9-dimethyl-2-(5-methyl-1,3-oxazole-4-carbonyl)-8-oxo-2-azaspiro[4.5]dec-6-ene-7-carbonitrile